FC(OC1=CC=CC=2C(N([C@H]3C=4N([C@@H](C21)C3)C3=C(N4)C=CC(=C3)C#CC[C@@H](C)OC)C([2H])([2H])[2H])=O)F |o1:26| (7R,14R)-1-(difluoromethoxy)-11-((R or S)-4-methoxypent-1-yn-1-yl)-6-(methyl-d3)-6,7-dihydro-7,14-methanobenzo[f]benzo[4,5]imidazo[1,2-a][1,4]diazocin-5(14H)-one